CC1=CC=C(C=N1)C=1N=C(C=2OCCNC2N1)N (6-methyl-3-pyridyl)-7,8-dihydro-6H-pyrimido[5,4-b][1,4]oxazin-4-amine